C(CC)(=O)OC=1C=C2C(=CNC2=CC1)CCNC(C)=O 3-(2-acetamido-ethyl)-1H-indol-5-yl propionate